8-(4-fluorophenyl)-7-hydroxy-2-(prop-2-yn-1-ylsulfanyl)-3H-pyrazolo[1,5-a][1,3,5]triazin-4-one FC1=CC=C(C=C1)C=1C(=NN2C1N=C(NC2=O)SCC#C)O